Cl.FC(C1=C(CN2N=CC(=C2)N)C=CC(=C1)C(F)(F)F)(F)F 1-(2,4-bis(trifluoromethyl)benzyl)-1H-pyrazol-4-amine hydrochloride